IC1=CN(C=2N=CN=C(C21)N2C[C@H](N(CC2)C(=O)OC(C)(C)C)C)S(=O)(=O)C2=CC=C(C)C=C2 tert-butyl (R)-4-(5-iodo-7-tosyl-7H-pyrrolo[2,3-d]pyrimidin-4-yl)-2-methylpiperazine-1-carboxylate